6-oxaspiro[3.4]octane C1CCC12COCC2